FC(C1=C2CN(C(C2=CC(=C1)CNC1(CCC1)C)=O)C1=CC(=CC=C1)C1(CC2(COC2)C1)C1=NN=CN1C)F 4-(difluoromethyl)-2-(3-(6-(4-methyl-4H-1,2,4-triazol-3-yl)-2-oxaspiro[3.3]-heptan-6-yl)phenyl)-6-(((1-methylcyclobutyl)amino)methyl)isoindolin-1-one